phenylcarbonyl bromide C1(=CC=CC=C1)C(=O)Br